N-(3-chloro-2-fluorophenyl)-6-nitro-7-(((1R,5S)-3-(oxetan-3-yl)-3-azabicyclo[3.1.0]hexan-1-yl)ethynyl)quinazolin-4-amine ClC=1C(=C(C=CC1)NC1=NC=NC2=CC(=C(C=C12)[N+](=O)[O-])C#C[C@@]12CN(C[C@H]2C1)C1COC1)F